C(C=CC=CCCCCCCCCCCC)(=O)SCCNC(CCNC([C@@H](C(COP(OP(OC[C@@H]1[C@H]([C@H]([C@@H](O1)N1C=NC=2C(N)=NC=NC12)O)OP(=O)(O)O)(=O)O)(=O)O)(C)C)O)=O)=O hexadecdienoyl-CoA